1,2-biseicosanoyl-sn-glycero-3-phosphoethanolamine C(CCCCCCCCCCCCCCCCCCC)(=O)OC[C@@H](OC(CCCCCCCCCCCCCCCCCCC)=O)COP(=O)(O)OCCN